C(#N)C=1C(=NC=CC1NS(=O)(=O)CCC)OC1=CC=2C=3N(C=NC2C=C1)CCCN3 N-(3-cyano-2-((3,4-dihydro-2H-pyrimido[1,2-c]quinazolin-10-yl)oxy)pyridin-4-yl)propane-1-sulfonamide